N1CC(C1)CNC=1C=CC=C2C(=NC(=NC12)NC1=CC(=C(C=C1)F)Cl)N[C@H](C)C1CC1 (R)-N8-(azetidin-3-ylmethyl)-N2-(3-chloro-4-fluorophenyl)-N4-(1-cyclopropylethyl)quinazoline-2,4,8-triamine